(R)-N-(2-(4-cyclopropyl-1,4-diazepan-1-yl)-4-methoxy-5-((6-(3-(3-(trifluoromethyl)phenyl)isoxazolidin-2-yl)pyrimidin-4-yl)amino)phenyl)acrylamide C1(CC1)N1CCN(CCC1)C1=C(C=C(C(=C1)OC)NC1=NC=NC(=C1)N1OCC[C@@H]1C1=CC(=CC=C1)C(F)(F)F)NC(C=C)=O